2-(thiazol-2-yl)-4-(trifluoromethyl)aniline potassium acetate C(C)(=O)[O-].[K+].S1C(=NC=C1)C1=C(N)C=CC(=C1)C(F)(F)F